(R)-3-chloro-1-(3-fluorophenyl)propane-1-ol ClCC[C@@H](O)C1=CC(=CC=C1)F